(E)-N'-(4-hydroxybenzylidene)-1-methyl-4-oxo-1,4-dihydroquinoline-3-carbohydrazide OC1=CC=C(\C=N\NC(=O)C2=CN(C3=CC=CC=C3C2=O)C)C=C1